NCCNCCC[Si](OC)(OC)OC 3-(2-aminoethylamino)-propyl-trimethoxysilane